4-tricyclo[3.3.1.1(3,7)]decylbenzamide C12(CC3CC(CC(C1)C3)C2)C2=CC=C(C(=O)N)C=C2